O=C1NCCC[C@H]1NC1=NC=2C=CC=CC2C=2N1N=CN2 5-{[(3R)-2-oxopiperidin-3-yl]amino}[1,2,4]triazolo[1,5-c]quinazolin